methyl thymyloxyacetate C1(=CC(C)=CC=C1C(C)C)OCC(=O)OC